C[C@H]1[C@H](CN(C1)C1=C2C=CC=NC2=C(C=C1)C(F)(F)F)NC(C[C@@H]1CN(CC1)C)=O N-[(3R,4R)-4-methyl-1-[8-(trifluoromethyl)quinolin-5-yl]pyrrolidin-3-yl]-2-[(3R)-1-methylpyrrolidin-3-yl]acetamide